O=C1N(C(C2=CC=CC=C12)=O)[C@H](C(=O)NC(OC)=S)C O-methyl [(2S)-2-(1,3-dioxo-1,3-dihydro-2H-isoindol-2-yl)propanoyl]carbamothioate